N-(1-cyclopropyl-3-(oxetan-3-yloxy)-1H-pyrazol-4-yl)carboxamide C1(CC1)N1N=C(C(=C1)NC=O)OC1COC1